OC1=C(C2=CC=CC=C2C=C1)CC1=C(C=CC2=CC=CC=C12)O bis(2-hydroxynaphthyl)-methane